C(#C)C=1SC=C(N1)C(=O)N(C1C(N(CC1)CC(F)(F)F)=O)C1=CC(=CC(=C1)S(=O)(=O)C)OC 2-Ethynyl-N-(3-methoxy-5-(methylsulfonyl)phenyl)-N-(2-oxo-1-(2,2,2-trifluoroethyl)pyrrolidin-3-yl)thiazole-4-carboxamide